4-amyl-benzoic acid C(CCCC)C1=CC=C(C(=O)O)C=C1